2-(6-((5-Chloro-2-fluorophenoxy)methyl)pyridin-3-yl)-5-(difluoromethyl)-1,3,4-oxadiazole ClC=1C=CC(=C(OCC2=CC=C(C=N2)C=2OC(=NN2)C(F)F)C1)F